bisphenol a dimethyl-carbonate COC(OC)=O.OC1=CC=C(C=C1)C(C)(C)C1=CC=C(C=C1)O